N-[[2-(3-cyanophenyl)-3,3-difluoro-oxetan-2-yl]methyl]-2-cyclohexyl-acetamide C(#N)C=1C=C(C=CC1)C1(OCC1(F)F)CNC(CC1CCCCC1)=O